OC=1C=C(C2=CC=CC=C2C1N=NC1=C(C=CC2=CC=CC=C12)O)S(=O)(=O)[O-] 3-hydroxy-4-[(2-hydroxynaphthalen-1-yl) diazenyl]-naphthalene-1-sulfonate